iso-propyl-1,4,8-trimethyldihydroazulenid C(C)(C)C1[C-](C2=C(C=CC=C(C2C1)C)C)C